Ethyl (2R)-2-{[(1,2,3,5,6,7-hexahydro-s-indacen-4-yl)carbamoyl]oxy}-3-(3-methyl-1H-1,2,4-triazol-1-yl)propanoate C1CCC2=C(C=3CCCC3C=C12)NC(=O)O[C@@H](C(=O)OCC)CN1N=C(N=C1)C